COC([C@@H](CC(=O)N1CC2=CC(=C(C=C2C1)OCCCBr)OC)C)=O (2R)-4-[5-(3-bromopropyloxy)-6-methoxy-isoindolin-2-yl]-2-methyl-4-oxobutanoic acid methyl ester